C(C)N(CCC(=O)O)C 3-[ETHYL(METHYL)AMINO]PROPANOIC ACID